CC([C@@H](C(=O)N[C@H](CCC(=O)O)C(=O)O)NC(C(C)(C1=CC=C(C=C1)C)C)=O)(C)C ((S)-3,3-dimethyl-2-(2-methyl-2-(p-tolyl)propanamido)butanoyl)-D-glutamic acid